C1(CC1)C=1C=CC(=C(C1)S(=O)(=O)NC(=O)C1=NC2=CC=CC(=C2C=C1)N1N=CC=C1)OC N-((5-cyclopropyl-2-methoxyphenyl)sulfonyl)-5-(1H-pyrazol-1-yl)-quinoline-2-carboxamide